BrC=1C=C(C=CC1)N1CCN(CC1)CCN1C(C2=CC=CC=C2C1=O)=O 2-(2-(4-(3-bromophenyl)piperazin-1-yl)ethyl)isoindoline-1,3-dione